FC1=C(C=CC(=C1C)OC1=CC2=C(N(N=N2)C)C=C1)NC=1C2=C(N=CN1)C=CC(=N2)N([C@H]2CC[C@@H](N(C2)C(C=C)=O)C)C 1-((2S,5S)-5-((4-((2-fluoro-3-methyl-4-((1-methyl-1H-benzo[d][1,2,3]triazol-5-yl)oxy)phenyl)amino)pyrido[3,2-d]pyrimidin-6-yl)(methyl)amino)-2-methylpiperidin-1-yl)prop-2-en-1-one